N-(2,6-dioxopiperidin-3-yl)-1-oxoisoindol-4-yl-benzamide O=C1NC(CCC1NC(C1=C(C=CC=C1)C1=C2C=NC(C2=CC=C1)=O)=O)=O